7-[bis(3,5-difluorophenyl)amino]-3-(2,2,2-trifluoroethan-1-on-1-yl)-2H-chromen FC=1C=C(C=C(C1)F)N(C1=CC=C2C=C(COC2=C1)C(C(F)(F)F)=O)C1=CC(=CC(=C1)F)F